CNC(=O)NC=1C=C(C(=O)NC2CCC(CC2)NC2=CC(=NC3=CC=C(C=C23)Cl)C(F)(F)F)C=CC1 3-[(methylcarbamoyl)amino]-N-[(1s,4s)-4-{[6-chloro-2-(trifluoromethyl)quinolin-4-yl]amino}cyclohexyl]benzamide